C1(CC1)CC=1N(C(=CC1C=1SC(=C(N1)C(=O)OCC)C)C1=CC=C(C=C1)F)CC1=CC(=C(C=C1)S(N)(=O)=O)F ethyl 2-(2-(cyclopropylmethyl)-1-(3-fluoro-4-sulfamoylbenzyl)-5-(4-fluorophenyl)-1H-pyrrol-3-yl)-5-methylthiazole-4-carboxylate